C(C1=CC=CC=C1)(=O)NC1=NC(N([C@H]2[C@H](OC)[C@H](O)[C@@H](CO)O2)C=C1)=O N4-benzoyl-2'-O-methyl-cytidine